C12(CC1)COC1=C(C(N2)=O)C=CC=C1 4,5-dihydro-2H-spiro[1,4-benzoxazepin-3,1'-cyclopropan]-5-one